C(C)(C)(C)OC(N[C@H]1C[C@H](NCC1)C1=C(C=CC(=C1)F)F)=O ((2S,4R)-2-(2,5-difluorophenyl)piperidin-4-yl)carbamic acid tert-butyl ester